ClC=1C=C(C=C(C1)C)C1=CC(=CC=C1)[C@H](C(=O)N1CC2=C(CCC1)N=C(NC2=O)C2(CC2)C2=CC=CC=C2)O (R)-6-(2-(3'-chloro-5'-methyl-[1,1'-biphenyl]-3-yl)-2-hydroxyacetyl)-2-(1-phenylcyclopropyl)-3,5,6,7,8,9-hexahydro-4H-pyrimido[5,4-c]azepin-4-one